BrC1=CC=C2C(C(NC2=C1)=O)(F)F 6-bromo-3,3-difluoro-indolin-2-one